C(C)N1C(N(C(=C1C1=CC=C(C=C1)C1=CC=C(C=C1)F)C1=CC=C(C=C1)C1=CC=C(C=C1)F)CC)=[Se] 1,3-diethyl-4,5-bis(4'-fluoro-[1,1'-biphenyl]-4-yl)-1,3-dihydro-2H-imidazol-2-selenone